N-(1-(3,4-dichlorophenyl)-2-(dimethylamino)ethyl)-[1,1-biphenyl]-3-sulfonamide ClC=1C=C(C=CC1Cl)C(CN(C)C)NS(=O)(=O)C=1C=C(C=CC1)C1=CC=CC=C1